methyl 5-methyl-4-(2-(trifluoromethoxy) pyridin-3-yl)-1H-pyrrole-3-carboxylate CC1=C(C(=CN1)C(=O)OC)C=1C(=NC=CC1)OC(F)(F)F